bis(triphenyltin) perfluorobutane-1,4-disulfonate FC(C(C(C(S(=O)(=O)[O-])(F)F)(F)F)(F)F)(S(=O)(=O)[O-])F.C1(=CC=CC=C1)[Sn+](C1=CC=CC=C1)C1=CC=CC=C1.C1(=CC=CC=C1)[Sn+](C1=CC=CC=C1)C1=CC=CC=C1